(3aS,4S,6aS)-N-(5-fluoro-6-methylpyridin-2-yl)-N,2,2-trimethyl-6-oxotetrahydro-3aH-[1,3]dioxolo[4,5-c]pyrrole-4-carboxamide FC=1C=CC(=NC1C)N(C(=O)[C@@H]1[C@H]2[C@@H](C(N1)=O)OC(O2)(C)C)C